N1(C(CSCC1)=O)C[C@H](CC=1N=C(NC1[N+](=O)[O-])C)O (S)-[3-(3-thiomorpholinonyl)-2-hydroxypropyl]-2-methyl-5-nitroimidazole